BrC1=CC=C(C=C1)C1=CN=CN1C 5-(4-bromophenyl)-1-methylimidazole